2-chloro-1,3-dimethyl-2-methylimidazoline hexafluorophosphate F[P-](F)(F)(F)(F)F.ClC1(N(CCN1C)C)C